CC1=CC(=NN1)NC1=NC(=NC2=CC=CC=C12)NC1CC2CCC(C1)N2S(=O)(=O)C=2C=NC=CC2 N4-(5-methyl-1H-pyrazol-3-yl)-N2-((3-exo)-8-(pyridin-3-ylsulfonyl)-8-azabicyclo[3.2.1]oct-3-yl)quinazolin-2,4-diamine